1-ethynyl-7-oxabicyclo[4.1.0]heptane C(#C)C12CCCCC2O1